C1(CCCC1)N1C=CC2=CC(=CC=C12)OC=1N=C(C2=C(N1)C=NC=C2)O 2-(1-cyclopentyl-1H-indol-5-yloxy)-pyrido[3,4-d]pyrimidine-4-ol